(2S)-3-[3-[3-[(2S)-2-carboxy-2-[(3R)-pyrrolidin-3-yl]ethyl]phenyl]sulfonylphenyl]-2-[(3R)-pyrrolidin-3-yl]propionic acid C(=O)(O)[C@@H](CC=1C=C(C=CC1)S(=O)(=O)C=1C=C(C=CC1)C[C@H](C(=O)O)[C@@H]1CNCC1)[C@@H]1CNCC1